8-oxo-5-oxa-1-azabicyclo[4.2.0]oct-2-ene-2-carboxylic acid disodium salt [Na+].[Na+].O=C1CC2OCC=C(N12)C(=O)[O-].O=C1CC2OCC=C(N12)C(=O)[O-]